C(C)OC(\C=C\CCCCCCCCC)=O trans-2-dodecenoic acid ethyl ester